(5-(3,5-difluorophenyl)-4,5-dihydro-1H-pyrazol-1-yl)(3-(((4-methoxypyrimidin-2-yl)oxy)methyl)bicyclo[1.1.1]-pentan-1-yl)methanone FC=1C=C(C=C(C1)F)C1CC=NN1C(=O)C12CC(C1)(C2)COC2=NC=CC(=N2)OC